N[C@H](C(=O)N1[C@@H](C[C@H](C1)O)C(=O)N[C@@H](C)C1=CC=C(C=C1)C=1N(N=CC1)C)C(C)(C)C (2S,4R)-1-[(2S)-2-amino-3,3-dimethyl-butanoyl]-4-hydroxy-N-[(1S)-1-[4-(2-methylpyrazol-3-yl)phenyl]ethyl]pyrrolidine-2-carboxamide